ClC=1C=C(C=CC1C1CC1)C=1C=C2CC[C@H](C2=CC1)N1CC(C1)C(=O)O (R)-1-(5-(3-chloro-4-cyclopropylphenyl)-2,3-dihydro-1H-inden-1-yl)azetidine-3-carboxylic acid